ClC1=CC2=C(N=CNC2=O)N1C1=CC=C(C=C1)[C@H]1CO[C@H](CN1C(=O)OC(C)(C)C)C tert-Butyl (2S,5S)-5-(4-(6-chloro-4-oxo-3,4-dihydro-7H-pyrrolo[2,3-d]pyrimidin-7-yl)phenyl)-2-methylmorpholine-4-carboxylate